6-(2-(5-Cyclopropyl-3-(3,5-dichloropyridin-4-yl)isoxazol-4-yl)-7-azaspiro[3.5]non-1-en-7-yl)-4-methylchinolin C1(CC1)C1=C(C(=NO1)C1=C(C=NC=C1Cl)Cl)C1=CC2(C1)CCN(CC2)C=2C=C1C(=CC=NC1=CC2)C